ClC=1C=C(C=CC1F)[C@@H](NC(=O)N1[C@@H](C(NCC1)=O)C)C1=NC(=C(C=C1)Cl)C(F)(F)F (2R)-N-((R)-(3-chloro-4-fluorophenyl)(5-chloro-6-(trifluoromethyl)pyridin-2-yl)methyl)-2-methyl-3-oxopiperazine-1-carboxamide